N1N=C(C=2CNCCC21)C(=O)[O-] 6,7-dihydro-4H-pyrazolo[4,3-c]pyridine-3-carboxylate